CC1=CC=CC(=N1)C(=O)N/N=C(\C)/C1=CC2=CC=CC=C2C=C1 (E)-6-methyl-N'-(1-(naphthalen-2-yl)ethylidene)picolinohydrazide